C(#N)N1C2CCC1CC2 N-CYANO-7-AZANORBORNANE